FC(C=1C(=C(C=CC1)[C@@H](C)N[S@](=O)C(C)(C)C)C)F (R)-N-((R)-1-(3-(difluoromethyl)-2-methylphenyl)ethyl)-2-methylpropane-2-sulfinamide